C1(CC1)C1=CC(=C(C=C1)NC1=CC(=NC=C1C(=O)NOCC)NC=1C(=NC(=CC1)F)C)NS(=O)(=O)C 4-((4-cyclopropyl-2-(N-methylsulfonylamino)phenyl)amino)-N-ethoxy-6-((6-fluoro-2-methylpyridin-3-yl)amino)nicotinamide